3-(6-((1-(4-methyl-1-pivaloylpiperidin-4-yl)-1H-pyrazol-4-yl)methyl)-2-oxobenzo[cd]indol-1(2H)-yl)piperidine-2,6-dione CC1(CCN(CC1)C(C(C)(C)C)=O)N1N=CC(=C1)CC=1C=2C3=C(C(N(C3=CC1)C1C(NC(CC1)=O)=O)=O)C=CC2